8-chloro-2-{[5-(2H1)methylpyrazin-2-yl]methyl}-1-[(2R,4R)-2-methyltetrahydro-2H-pyran-4-yl]-1H-imidazo[4,5-c]quinoline ClC1=CC=2C3=C(C=NC2C=C1)N=C(N3[C@H]3C[C@H](OCC3)C)CC3=NC=C(N=C3)C[2H]